Aluminum diisobutylhypophosphite C(C(C)C)P(=O)([O-])CC(C)C.[Al+3].C(C(C)C)P(=O)([O-])CC(C)C.C(C(C)C)P(=O)([O-])CC(C)C